2-(Azetidin-3-yl)-1H-benzo[d]imidazole N1CC(C1)C1=NC2=C(N1)C=CC=C2